C(C)(C)(C)OC(C(C(=O)N(C1=CC=C(C=C1)C1CN(C1)C(=O)OC(C)(C)C)CC1=CC(=CC(=C1)F)Cl)C1=NN=CC2=CC=CC=C12)=O tert-Butyl 3-[4-[(3-tert-butoxy-3-oxo-2-phthalazin-1-yl-propanoyl)-[(3-chloro-5-fluoro-phenyl)methyl]amino]phenyl]azetidine-1-carboxylate